2,3-Butanedion CC(C(C)=O)=O